C(C)C1=CC2=C(C3=CC=C(C=C3C=C2C=C1)CC)OC(=O)C1C(C2C=CC1C2)C(=O)O 2,6-diethyl-9-[2-carboxy(3,6-methano-4-cyclohexenyl)]carbonyloxyanthracene